NC1=CC=C(C=C1)C1=NC=C(C=C1)C1=CC=C(C=C1)N 2,5-bis(4-aminophenyl)pyridine